benzo1,3-oxazepine O1C=NC=CC2=C1C=CC=C2